O=C1CC(N1C(N[C@H](C)C1=CC=CC=C1)=O)C(=O)O 4-oxo-1-{[(1R)-1-phenylethyl]carbamoyl}azetidine-2-carboxylic acid